C(C=C)(=O)[O-].[OH-].OCC[N+](C)(C)C.OCC[N+](C)(C)C choline hydroxide acrylate